C(C=C)(=O)O.O1CCCCC1 tetrahydropyran acrylate